S(=O)(=O)([O-])OOS(=O)(=O)[O-].[K+].[K+] potassium persulfate salt